BrC1=CC(=CC=C1)C(=C)C1CC1 1-bromo-3-(1-cyclopropylvinyl)benzene